(3R,4S)-1-(5-bromo-1-((2-(trimethylsilyl)ethoxy)methyl)-1H-pyrazolo[3,4-b]pyridin-3-yl)-3-cyclopropyl-4-methyl-2-oxopyrrolidine-3-carbonitrile BrC=1C=C2C(=NC1)N(N=C2N2C([C@]([C@@H](C2)C)(C#N)C2CC2)=O)COCC[Si](C)(C)C